CCC(=O)Cl α-methyl-acetyl chloride